(2R,4R)-1-(3-chloro-2,4-difluorobenzyl)-4-((3-fluoro-6-((5-methyl-1H-pyrazol-3-yl)amino)-pyridin-2-yl)methyl)-2-methylpiperidine-4-carboxylic acid ClC=1C(=C(CN2[C@@H](C[C@@](CC2)(C(=O)O)CC2=NC(=CC=C2F)NC2=NNC(=C2)C)C)C=CC1F)F